N-[(cis)-2-Hydroxycyclopentyl]-2-(1-methyl-1H-pyrazol-4-yl)-6-[4-(trifluoromethoxy)phenyl]pyrimidin O[C@@H]1[C@@H](CCC1)N1C(N=CC=C1C1=CC=C(C=C1)OC(F)(F)F)C=1C=NN(C1)C